L-Asparagine, monohydrate O.N[C@@H](CC(N)=O)C(=O)O